ethyl-5-fluoro-3-(4-methoxy-2-formylphenyl)-1H-indole-2-carboxylate C(C)OC(=O)C=1NC2=CC=C(C=C2C1C1=C(C=C(C=C1)OC)C=O)F